(S)-1'-(5-((2-(trifluoromethyl)pyridin-3-yl)thio)-1H-imidazo[4,5-b]pyrazin-2-yl)-5,7-dihydrospiro[cyclopenta[b]pyridine-6,4'-piperidin]-5-amine FC(C1=NC=CC=C1SC=1N=C2C(=NC1)NC(=N2)N2CCC1(CC2)[C@@H](C=2C(=NC=CC2)C1)N)(F)F